3-((6-(1,1-dioxidoisothiazolidin-2-yl)pyridin-3-yl)methyl)quinolin-2(1H)-one O=S1(N(CCC1)C1=CC=C(C=N1)CC=1C(NC2=CC=CC=C2C1)=O)=O